4-(3-bromo-4-oxo-2-(trifluoromethyl)-4H-pyrido[1,2-a]pyrimidin-9-yl)-N-ethyl-N-(2-methoxyethyl)benzamide BrC1=C(N=C2N(C1=O)C=CC=C2C2=CC=C(C(=O)N(CCOC)CC)C=C2)C(F)(F)F